1-(5-chloro-3-fluoropyridin-2-yl)-3-isopropyl-4-((S)-1-(4-(trifluoromethyl)phenyl)-ethyl)piperazine-2,5-dione ClC=1C=C(C(=NC1)N1C(C(N(C(C1)=O)[C@@H](C)C1=CC=C(C=C1)C(F)(F)F)C(C)C)=O)F